C1(=CC=CC=C1)N1C2=C(C=3C=CC=CC13)CN(CC2)C(=O)OC(C)(C)C tert-butyl 5-phenyl-1,3,4,5-tetrahydro-2H-pyrido[4,3-b]indole-2-carboxylate